C(C)(=O)[C@H]1N(CC(C1)(F)F)C(=O)OCCCC butyl (S)-2-acetyl-4,4-difluoropyrrolidine-1-carboxylate